5-{2-[5-Chloro-2-(7-methylchinolin-8-sulfonamido)phenyl]ethynyl}-4-methoxypyridin ClC=1C=CC(=C(C1)C#CC=1C(=CC=NC1)OC)NS(=O)(=O)C=1C(=CC=C2C=CC=NC12)C